O=C1NC(CCC1N1C(C2=CC=CC(=C2C1)C#CCCNC(=O)C1=CC=C(C=N1)C=1N=CC2=C(C=CC=C2C1)C=1C(=C2C(=CNC2=C(C1)C(C)C)C(=O)NC)F)=O)=O 5-(3-(6-((4-(2-(2,6-Dioxopiperidin-3-yl)-1-oxoisoindolin-4-yl)but-3-yn-1-yl)carbamoyl)pyridin-3-yl)isoquinolin-8-yl)-4-fluoro-7-isopropyl-N-methyl-1H-indole-3-carboxamide